NCCC[SiH2]CC(OCC)OCC (3-aminopropyl)diethoxyethyl-silane